hexanesulfinic acid C(CCCCC)S(=O)O